3,3'-dioxido-biphenyl-4,4'-dicarboxylate [O-]C=1C=C(C=CC1C(=O)[O-])C1=CC(=C(C=C1)C(=O)[O-])[O-]